CC1=C(N)C=CC=C1OC 2-methyl-3-methoxyaniline